acryloyloxypropylmethyldihexoxysilane C(C=C)(=O)OCCC[Si](OCCCCCC)(OCCCCCC)C